C(C)N(CCNC)CC N,N-diethyl-N'-methylethylendiamine